O1C[C@@H](CC1)C1OCCC(C1)=O |r| 2-((R and S)-tetrahydrofuran-3-yl)tetrahydro-4H-pyran-4-one